Tert-butyl N-[2-[4-[[4-[3-(2,4-dioxohexahydropyrimidin-1-yl)imidazo[1,2-a]pyridin-8-yl]-1-piperidyl]methyl]cyclohexyl]indazol-5-yl]carbamate O=C1N(CCC(N1)=O)C1=CN=C2N1C=CC=C2C2CCN(CC2)CC2CCC(CC2)N2N=C1C=CC(=CC1=C2)NC(OC(C)(C)C)=O